S1C(=CC2=C1C=CC=C2)C2=CC=C(C=C2)N(C2=CC=C(C=C2)C2=CC1=C(N=C(O1)C1=CC=CC=C1)C=C2)C2=CC=C(C=C2)C2=NC1=C3N=CC=CC3=CC=C1C=C2 N-(4-benzothiophene-2-yl-phenyl)-N-(4-[1,10]phenanthroline-2-yl-phenyl)-N-{4-(2-phenyl-benzooxazole-6-yl)-phenyl}-amine